C(C)OC(=O)C=1N=CN(C1)CC1=C(C(=C(C=C1)N1CC2CC2C1)C#N)C 1-[(4-{3-azabicyclo[3.1.0]hex-3-yl}-3-cyano-2-methylphenyl)methyl]-1H-imidazole-4-carboxylic acid ethyl ester